di-isooctyl phosphate dodecylamine salt C(CCCCCCCCCCC)N.P(=O)(OCCCCCC(C)C)(OCCCCCC(C)C)O